N,N-dimethyl-2-(5-methyl-3-(4-morpholino-2-(4-(m-tolyl)-1H-pyrazol-1-yl)furo[3,2-d]pyrimidin-6-yl)-1H-pyrazol-1-yl)ethanamine CN(CCN1N=C(C=C1C)C1=CC=2N=C(N=C(C2O1)N1CCOCC1)N1N=CC(=C1)C=1C=C(C=CC1)C)C